3-((4-(4-(4-(3-(2,6-dioxopiperidin-3-yl)benzyl)piperazin-1-yl)piperidin-1-yl)-3-methoxyphenyl)amino)-6-ethyl-5-((tetrahydro-2H-pyran-4-yl)amino)pyrazine-2-carboxamide O=C1NC(CCC1C=1C=C(CN2CCN(CC2)C2CCN(CC2)C2=C(C=C(C=C2)NC=2C(=NC(=C(N2)NC2CCOCC2)CC)C(=O)N)OC)C=CC1)=O